2-(4-((1H-1,2,4-triazol-1-yl)methyl)phenyl)-1H-benzimidazole-4-carboxamide N1(N=CN=C1)CC1=CC=C(C=C1)C1=NC2=C(N1)C=CC=C2C(=O)N